C(CCCCCCCCCCC)[SiH2]O[Si](OC)(OC)OC dodecylsiloxytrimethoxysilane